The molecule is an extended flavonoid that is 7-hydroxyflavonol with an additional hydroxy group at position 3', a 2,2-dimethyldihydropyrano ring fused to ring A across positions 5 and 6, and prenyl groups at positions 8 and 4'. Isolated from the roots of Dorstenia psilurus, it exhibits alpha-glucosidase inhibitory activity. It has a role as a metabolite and an EC 3.2.1.20 (alpha-glucosidase) inhibitor. It is a 7-hydroxyflavonol, an organic heterotricyclic compound, an extended flavonoid, a trihydroxyflavone and a pyranochromane. CC(=CCC1=C(C=C(C=C1)C2=C(C(=O)C3=C4C(=C(C(=C3O2)CC=C(C)C)O)CCC(O4)(C)C)O)O)C